ClC=1C(NN=CC1N1C[C@@H](CC1)OC1=NC=CC(=C1)C1CCN(CC1)CC1(COC1)C)=O (R)-4-chloro-5-(3-((4-(1-((3-methyloxetan-3-yl)methyl)piperidin-4-yl)pyridin-2-yl)oxy)pyrrolidin-1-yl)pyridazin-3(2H)-one